COC(=O)C1=CC2=C(N=C(S2)Br)C(=C1)C(C)(C)C 2-bromo-4-tert-butyl-1,3-benzothiazole-6-carboxylic acid methyl ester